CC1(CN(C2=CC=CC=C12)C=1C=NC2=C(C=CC=C2C1)F)C 3-(3,3-dimethyl-2,3-dihydro-1H-indol-1-yl)-8-fluoroquinoline